C(C)OC(C1=CC=C(C=C1)I)=O 4-iodobenzoic acid ethyl ester